2-(5-methylthiophene-2-carbonyl)-2-azabicyclo[3.1.0]hexane-3-carboxamide CC1=CC=C(S1)C(=O)N1C2CC2CC1C(=O)N